trans-4-(6-isopropyl-5-(8-methoxy-[1,2,4]triazolo[1,5-a]pyridin-6-yl)-4H-pyrrolo[3,2-d]thiazol-2-yl)cyclohexan-1-amine C(C)(C)C1=C(NC2=C1N=C(S2)[C@@H]2CC[C@H](CC2)N)C=2C=C(C=1N(C2)N=CN1)OC